2-(8-ethynyl-7-fluoronaphthalen-1-yl)-1-fluoro-5a,6,7,8,9,10-hexahydro-5H-4-oxa-3,10a,11,13,14-pentaaza-6,9-methanonaphtho[1,8-ab]heptalene C(#C)C=1C(=CC=C2C=CC=C(C12)C=1C(=C2N=CN=C3C2=C(OCC2C4CCC(CN32)N4)N1)F)F